BrC=1C(=C(C=CC1)C1C2=CN=C(C=3C(=CC=C(OC4=C(C=C5NC=CC5=C4CN4N=NC(C(CCCC1)O)=C4)F)C3)F)N2)F 6-(3-Bromo-2-fluoro-phenyl)-24,30-difluoro-26-oxa-3,13,14,15,21,33-hexazahexacyclo-[25.3.1.12,5.112,15.017,25.018,22]tritriaconta-1(31),2,4,12(32),13,17,19,22,24,27,29-undecaen-11-ol